N1CC(C1)C1=NN=CN1C 3-(azetidin-3-yl)-4-methyl-1,2,4-triazole